ClC1=NN=CC2=CC(=C(C=C12)OC)OC 1-chloro-6,7-dimethoxyphthalazine